perfluoro-2-butyl-tetrahydrofuran FC1(OC(C(C1(F)F)(F)F)(F)F)C(C(C(C(F)(F)F)(F)F)(F)F)(F)F